C(CC#CCCCC=CCC=CCC)O 8,11-tetradecadiene-3-yne-1-ol